O=C1NC(CCC1C1=CC=C(CN(C2CCN(CC2)C2=CC=C(C=N2)C=2C=C(C=3C=NN(C3C2)C(C)C)C(=O)NCC=2C(NC(=CC2CCC)C)=O)C)C=C1)=O 6-(6-(4-((4-(2,6-dioxopiperidin-3-yl)benzyl)(methyl)amino)piperidin-1-yl)pyridin-3-yl)-1-isopropyl-N-((6-methyl-2-oxo-4-propyl-1,2-dihydropyridin-3-yl)methyl)-1H-indazole-4-carboxamide